CN1N=C(C=C1C(=O)OCC)CCC ethyl 1-methyl-3-propyl-1H-pyrazole-5-carboxylate